7-Chloro-1-phenyl-3-(trifluoromethyl)-3H-pyrrolo[1,2-a]indol-3-ol ClC1=CC=2C=C3N(C2C=C1)C(C=C3C3=CC=CC=C3)(O)C(F)(F)F